CN1C(C(C2=CC=CC=C12)=NO)=O N-methyl-3-hydroxyimino-indol-2-one